C(#N)C=1C=CC(=C(C(=O)OC)C1)NS(=O)(=O)C1=CC=C(C=C1)C Methyl 5-cyano-2-((4-methylphenyl)sulfonamido)benzoate